tert-butyl 2-((S)-3-(1-methylcyclopropyl)-2-(5-methylisoxazole-3-carboxamido)propanoyl)-1-(((S)-2-oxopyrrolidin-3-yl)methyl)hydrazine-1-carboxylate CC1(CC1)C[C@@H](C(=O)NN(C(=O)OC(C)(C)C)C[C@H]1C(NCC1)=O)NC(=O)C1=NOC(=C1)C